C(C)[P@@](=O)(C)C1=C(C=NC=C1)NC1=C(C=C(C=C1)I)F (S)-4-[ethyl-(methyl)phosphoryl]-N-(2-fluoro-4-iodophenyl)pyridin-3-amine